C(C)C1=C(C=CC=C1)NC(=O)N 1-(ethylphenyl)urea